methyl 2-(2-chloro-4-fluorophenyl)-5-[1-(benzenesulfonyl)-1H-pyrrolo[2,3-b]pyridin-4-yl]-1-{[2-(trimethylsilyl) ethoxy] methyl}-1H-pyrrole-3-carboxylate ClC1=C(C=CC(=C1)F)C=1N(C(=CC1C(=O)OC)C1=C2C(=NC=C1)N(C=C2)S(=O)(=O)C2=CC=CC=C2)COCC[Si](C)(C)C